4,5-dibromo-1-methyl-2-(triisopropylsilyl)-1H-imidazole BrC=1N=C(N(C1Br)C)[Si](C(C)C)(C(C)C)C(C)C